6-((2S,5R)-5-Ethyl-2-methyl-4-((S)-1-(4-(trifluoromethyl)phenyl)propyl)piperazin-1-yl)-9-(((2R,3S)-3-hydroxytetrahydrofuran-2-yl)methyl)-3,8-dimethyl-3,9-dihydro-2H-purin-2-one C(C)[C@H]1N(C[C@@H](N(C1)C=1C=2N=C(N(C2N(C(N1)=O)C)C[C@H]1OCC[C@@H]1O)C)C)[C@@H](CC)C1=CC=C(C=C1)C(F)(F)F